(2,6-dichlorophenyl)acetyl chloride ClC1=C(C(=CC=C1)Cl)CC(=O)Cl